tert-butyl (7R)-7-(2-(2,6-dioxopiperidin-3-yl)-1,4-dioxo-1,2,3,4-tetrahydro-5H-pyrrolo[3,4-c]pyridin-5-yl)-5-oxa-2-azaspiro[3.4]octane-2-carboxylate O=C1NC(CCC1N1CC=2C(N(C=CC2C1=O)[C@H]1COC2(CN(C2)C(=O)OC(C)(C)C)C1)=O)=O